(2S,4r)-N-[(4-cyanocyclohexyl)methyl]-1-[(2S)-2-(4-cyclopropyltriazol-1-yl)-3,3-dimethyl-butyryl]-4-hydroxy-pyrrolidine-2-carboxamide C(#N)C1CCC(CC1)CNC(=O)[C@H]1N(C[C@@H](C1)O)C([C@H](C(C)(C)C)N1N=NC(=C1)C1CC1)=O